4b,5-dihydroxy-4-methoxy-7-phenyl-7a-(4-(trifluoromethyl)phenyl)-4b,6,7,7a-tetrahydro-5H-cyclopenta[4,5]furo[2,3-c]pyridine-6-carboxylate OC12C(OC=3C=NC=C(C31)OC)(C(C(C2O)C(=O)[O-])C2=CC=CC=C2)C2=CC=C(C=C2)C(F)(F)F